ClC1=CC=C(C=C1)C1=NNC(C1C1=CC=CC=C1)C 3-(4-chlorophenyl)-5-methyl-4-phenyl-4,5-dihydro-1H-pyrazole